ClC1=CC=C(S1)C1=NN(C2=CC=C(C=C12)NCCC(=O)O)C(C)C 3-((3-(5-chlorothien-2-yl)-1-isopropyl-1H-indazol-5-yl)amino)propionic acid